o-phenylenebiscitraconimide C1(=C(C=CC=C1)CC=1C(=O)NC(C1)=O)CC=1C(=O)NC(C1)=O